CC=1[C@@H](C(CCC1)(C)C)\C=C\C(CC)=O |r| (+/-)-(1E)-1-(2,6,6-trimethyl-2-cyclohexen-1-yl)-1-penten-3-one